COC1=CC=C(C=C1)CCOC1=CC=C(C=N1)N 6-(4-methoxyphenylethoxy)pyridin-3-amine